C(C)(=O)N1[C@H]([C@@H]([C@H](C2=CC(=CC=C12)C(=O)N)NC1=NC=CC=C1OC)C)C1CC1 (2S,3R,4R)-1-acetyl-2-cyclopropyl-4-((3-methoxypyridin-2-yl)amino)-3-methyl-1,2,3,4-tetrahydroquinoline-6-carboxamide